N-(3-methoxybenzyl)-3-(piperidin-1-ylmethyl)-N-(quinolin-7-ylmethyl)aniline COC=1C=C(CN(C2=CC(=CC=C2)CN2CCCCC2)CC2=CC=C3C=CC=NC3=C2)C=CC1